OC1=C(C(=O)NCCCCCCCC(=O)[O-])C=CC=C1.OCC[N+](C)(C)C 2-Hydroxy-N,N,N-trimethylethylammonium 8-(2-hydroxybenzoylamino)octanoate